(S)-(2-Fluorophenyl)((S)-1-methyl-2-azabicyclo[2.1.1]hexan-3-yl)methanol hydrochloride Cl.FC1=C(C=CC=C1)[C@H](O)[C@H]1NC2(CC1C2)C